2-(chloromethyl)-4-(trifluoromethyl)-1,3-benzoxazole ClCC=1OC2=C(N1)C(=CC=C2)C(F)(F)F